((triisopropylsilyl)oxy)-1,2,3,4-tetrahydro-[1,1'-biphenyl]-2-carboxylic acid C(C)(C)[Si](OC1(C(CCC=C1)C(=O)O)C1=CC=CC=C1)(C(C)C)C(C)C